3-[4-(3-bromo-2-methyl-phenoxy)phenyl]propan-1-ol BrC=1C(=C(OC2=CC=C(C=C2)CCCO)C=CC1)C